N-({4-chloro-1-methyl-1H-pyrazolo[4,3-c]quinolin-7-yl}methyl)-2-cyclopropyl-N-(4,4-difluoro-1,1-dioxo-3,4-dihydro-2H-1λ6-benzothiopyran-8-yl)pyrimidine-5-carboxamide ClC1=NC=2C=C(C=CC2C2=C1C=NN2C)CN(C(=O)C=2C=NC(=NC2)C2CC2)C2=CC=CC=1C(CCS(C12)(=O)=O)(F)F